3-chloroisothiazol-4-amine ClC1=NSC=C1N